2-[4-[6-[3-(6-methyl-2-pyridyl)-1H-pyrazol-4-yl]-3-quinolyl]pyrazol-1-yl]ethanamine CC1=CC=CC(=N1)C1=NNC=C1C=1C=C2C=C(C=NC2=CC1)C=1C=NN(C1)CCN